(13R)-13-methyl-8,14-dioxa-5,10,19,20-tetraazatetracyclo[13.5.2.12,6.018,21]tricosa-1(20),2,4,6(23),15,17,21-heptaen-9-one C[C@@H]1CCNC(OCC=2N=CC=C(C3=NNC4=CC=C(O1)C=C34)C2)=O